OC(C)(C1=CC2=CC=CC=C2C=C1)C1=CC=C(C#N)C=C1 4-(1-hydroxy-1-(naphthalen-2-yl)ethyl)benzonitrile